4-(2-Amino-2-methylpropanoyl)-N-(1-(4-(((trans-4-aminocyclohexyl)amino)methyl)-3-(trifluoromethoxy)phenyl)-2-oxo-1,2-dihydropyrimidin-4-yl)piperazine-1-carboxamide hydrochloride salt Cl.NC(C(=O)N1CCN(CC1)C(=O)NC1=NC(N(C=C1)C1=CC(=C(C=C1)CN[C@@H]1CC[C@H](CC1)N)OC(F)(F)F)=O)(C)C